(S)-4-(tert-butoxycarbonyl)-1-(3-((4-((2-(2-cyano-4,4-difluoropyrrolidin-1-yl)-2-oxoethyl)carbamoyl)quinolin-6-yl)oxy)propyl)-1-methylpiperazin-1-ium iodide [I-].C(C)(C)(C)OC(=O)N1CC[N+](CC1)(C)CCCOC=1C=C2C(=CC=NC2=CC1)C(NCC(=O)N1[C@@H](CC(C1)(F)F)C#N)=O